2,5-dimethoxy-4-nitrophenethylamine COC1=C(CCN)C=C(C(=C1)[N+](=O)[O-])OC